1-[bis(dimethylamino)-methylene]-1H-1,2,3-triazolo[4,5-b]pyridinium 3-oxide hexafluoro-phosphate F[P-](F)(F)(F)(F)F.CN(C)C(=[N+]1N=[N+](C2=NC=CC=C21)[O-])N(C)C